3-fluoro-5-(4-fluoro-4-(6-(pyrrolidin-1-yl)pyridin-3-yl)piperidine-1-carbonyl)-2-hydroxybenzaldehyde FC=1C(=C(C=O)C=C(C1)C(=O)N1CCC(CC1)(C=1C=NC(=CC1)N1CCCC1)F)O